(E)-3-(8-((tert-Butoxycarbonyl)amino)naphthalen-2-yl)acrylic acid methyl ester COC(\C=C\C1=CC2=C(C=CC=C2C=C1)NC(=O)OC(C)(C)C)=O